2,2'-bis-(diphenylphosphinomethyl)-1,1'-binaphthyl sodium potassium [K].[Na].C1(=CC=CC=C1)P(C1=CC=CC=C1)CC1=C(C2=CC=CC=C2C=C1)C1=C(C=CC2=CC=CC=C12)CP(C1=CC=CC=C1)C1=CC=CC=C1